NC1=NC=CC=C1C1=NC=2C(=NC(=CC2)C2=C(C#N)C=CN=C2)N1C1=CC=C(C=C1)CO 3-(2-(2-aminopyridin-3-yl)-3-(4-(hydroxymethyl)phenyl)-3H-imidazo[4,5-b]pyridin-5-yl)isonicotinonitrile